racemic-methyl 2-hydroxy-2-methyl-3-(methylthio)propionate O[C@](C(=O)OC)(CSC)C |r|